CC(C(=O)N)CC(C)C 2,4-dimethyl-pentanamide